5-iodo-7-methyl-7H-pyrrolo[2,3-d]pyrimidin-4-ylamine IC1=CN(C=2N=CN=C(C21)N)C